C1=CC=CC1[Pt+3] 5-cyclopentadienyl-platinum (IV)